ethyl 4-((t-butyldiphenylsilyl)oxy)-1,1-difluoro-3-methylbutan-2-carboxylate [Si](C1=CC=CC=C1)(C1=CC=CC=C1)(C(C)(C)C)OCC(C(C(F)F)C(=O)OCC)C